C(=O)(O)CN1C(=N/C(/C1=O)=C/C1=CC=C(C=C1)O)C(CCC(=O)O)=N 4-[(4E)-1-(carboxymethyl)-4-[(4-hydroxyphenyl)methylidene]-5-oxoimidazol-2-yl]-4-iminobutanoic acid